N[C@@H](CCC(=O)[O-])C(=O)[O-].[Na+].[Na+].[Na+].[Na+].N[C@@H](CCC(=O)[O-])C(=O)[O-] tetra-sodium glutamate